NC=1C2=C(N=CN1)N(C=C2C#CC=2C=NC1=CC=CC=C1C2)[C@@H]2O[C@@H]([C@H]([C@H]2O)O)CSCC=2C(=NOC2C2=CC=CC=C2)C (2R,3R,4S,5S)-2-(4-Amino-5-(quinolin-3-ylethynyl)-7H-pyrrolo[2,3-d]pyrimidin-7-yl)-5-((((3-methyl-5-phenylisoxazol-4-yl)methyl)thio)methyl)tetrahydrofuran-3,4-diol